ClC1=CC=C(CN2C=CC=3C(=CC(=CC23)F)C=O)C=C1 1-(4-chlorobenzyl)-6-fluoro-1H-indole-4-carbaldehyde